C(CCC)OC(C1CCN(CC1)C=1C=CC(=NC1)C(=O)OC)OCCCC methyl 5-[4-(dibutoxymethyl)piperidin-1-yl]pyridine-2-carboxylate